CN1C(=NN=C1C)C1=CC(=C(C=C1)NC=1N=CC2=C(N1)C(=NC(=C2)C)N2CC(C2)(C#N)C)OC 1-(2-((4-(4,5-dimethyl-4H-1,2,4-triazol-3-yl)-2-methoxyphenyl)amino)-6-methylpyrido[3,4-d]pyrimidin-8-yl)-3-methylazetidine-3-carbonitrile